(S)-2-(2-(7-methoxy-1,1-dioxo-3-oxo-3,4-dihydro-2H-benzo[e][1,2,4]thiadiazin-2-yl)acetamido)-N-(4-methoxyphenyl)-N-methyl-3-phenylpropionamide COC1=CC2=C(NC(N(S2(=O)=O)CC(=O)N[C@H](C(=O)N(C)C2=CC=C(C=C2)OC)CC2=CC=CC=C2)=O)C=C1